CSC=1C(=NC=CN1)OCC=O 2-((3-(methylsulfanyl)pyrazin-2-yl)oxy)ethan-1-one